3-{[3-(4-Chloro-2-hydroxy-6-methylphenyl)-7H-pyrrolo[2,3-c]pyridazin-7-yl]methyl}-1-methylpyrrolidin-2-one ClC1=CC(=C(C(=C1)C)C1=CC2=C(N=N1)N(C=C2)CC2C(N(CC2)C)=O)O